N1(N=CC=C1)CC1=C(C(=C(C(=O)NS(=O)(=O)C2=C(C=CC=C2OC)OC)C=C1)F)C1CC1 4-((1H-pyrazol-1-yl)methyl)-3-cyclopropyl-N-((2,6-dimethoxyphenyl)sulfonyl)-2-fluorobenzamide